N-(2-chloro-8-(3-chloro-1-methyl-1H-pyrazol-4-yl)imidazo[1,2-b]pyridazin-7-yl)-N'-(5-chloro-6-methoxypyridin-3-yl)urea ClC=1N=C2N(N=CC(=C2C=2C(=NN(C2)C)Cl)NC(=O)NC=2C=NC(=C(C2)Cl)OC)C1